FC1=CC=C(C=C1)S(=O)(=O)C12CC(C1)(C2)I 1-((4-fluorophenyl)sulfonyl)-3-iodobicyclo[1.1.1]pentane